[Cl-].[Cl-].C(CCC)O[Ti+2]OCCCC dibutoxytitanium dichloride